(E)-2-(5-bromo-2-methoxy-3-nitropyridin-4-yl)-N,N-dimethylethylamine BrC=1C(=C(C(=NC1)OC)[N+](=O)[O-])CCN(C)C